(S)-N-(4-((4-(4-Aminopyrimidin-2-yl)-1-methyl-1H-pyrazol-5-yl)oxy)butan-2-yl)-6'-chloro-5-(difluoromethoxy)-[2,3'-bipyridin]-4'-amine NC1=NC(=NC=C1)C=1C=NN(C1OCC[C@H](C)NC1=C(C=NC(=C1)Cl)C1=NC=C(C=C1)OC(F)F)C